C(CCC)NC(=O)N1C(=NC2=C1C=CC=C2)NC(OC)=O methyl 1-(butylcarbamoyl)-2-benzimidazolylcarbamate